N1C=C(C2=CC=CC=C12)CCN1[C@H](CCC1)C(=O)OC methyl (2-(1H-indol-3-yl)ethyl)-D-prolinate